1-(5-(4-propylphenyl)furan-2-yl)ethan-1-one C(CC)C1=CC=C(C=C1)C1=CC=C(O1)C(C)=O